2-(1-((4-methoxyphenyl)amino)cyclobutyl)acetonitrile COC1=CC=C(C=C1)NC1(CCC1)CC#N